2-(4-(8-amino-4-(aminomethyl)-1-oxo-1,2-dihydrophthalazin-6-yl)-1-methyl-1H-pyrazol-5-yl)benzo[b]thiophene-3-carbonitrile NC=1C=C(C=C2C(=NNC(C12)=O)CN)C=1C=NN(C1C1=C(C2=C(S1)C=CC=C2)C#N)C